N-methyl-1,1-dioxo-1,2-benzothiazol-3-amine CNC1=NS(C2=C1C=CC=C2)(=O)=O